FC(C=1C(=NC(=NC1)NC=1C(=NN(C1)C1CC2CCC(C1)N2C)C)NCCCN2C(CCCCC2)=O)F 1-(3-((5-(difluoromethyl)-2-((3-methyl-1-(8-methyl-8-azabicyclo[3.2.1]octan-3-yl)-1H-pyrazol-4-yl)amino)pyrimidin-4-yl)amino)propyl)azepan-2-one